pyrimidin-5-ol hydrochloride Cl.N1=CN=CC(=C1)O